1H-diazole N1N=CC=C1